N-[1-(cyclobutylmethyl)-1H-pyrazol-4-yl]-6-[1-(difluoromethyl)-1H-pyrazol-4-yl]pyridine-2-carboxamide C1(CCC1)CN1N=CC(=C1)NC(=O)C1=NC(=CC=C1)C=1C=NN(C1)C(F)F